6-chloro-5-nitro-4-(prop-1-en-2-yl)nicotinic acid ethyl ester C(C)OC(C1=CN=C(C(=C1C(=C)C)[N+](=O)[O-])Cl)=O